4'-(hydroxymethyl)-1,1'-biphenyl OCC1=CC=C(C=C1)C1=CC=CC=C1